C(C)OCN1C(=NC=C1CO)C(C)=O 1-(1-(ethoxymethyl)-5-(hydroxymethyl)-1H-imidazol-2-yl)ethan-1-one